N-[3-Chloro-2-fluoro-4-[(1-fluorocyclobutyl)methoxy]phenyl]-6-[(1S,4S)-2,5-diazabicyclo[2.2.1]heptan-2-yl]pyrimido[5,4-d]pyrimidin-4-amine ClC=1C(=C(C=CC1OCC1(CCC1)F)NC=1C2=C(N=CN1)C=NC(=N2)N2[C@@H]1CN[C@H](C2)C1)F